N[C@@H](CO)C(=O)[O-] Z-serinate